Cl.C(C)(C)(C)NC1CN(CC1)C=1N=NC(=CN1)C1=C(C=C(C=C1)C1=CC(C(C=N1)C)=O)O 6-(4-{3-[3-(tert-butylamino)pyrrolidin-1-yl]-1,2,4-triazin-6-yl}-3-hydroxyphenyl)-3-methylpyridin-4(3H)-one hydrochloride